2-(pyridin-2-yl)-5-(1-(pyridin-2-yl)ethoxy)pyrimidine N1=C(C=CC=C1)C1=NC=C(C=N1)OC(C)C1=NC=CC=C1